C(C)(C)(C)OC(=O)C1(CC2=C(O1)C=CC=C2)NC(C(CC2=CC=CC=C2)N(C(C=O)=O)NC2=C(C=CC(=C2)Cl)N2N=NN=C2)=O 2-(2-(((5-chloro-2-(1H-tetrazol-1-yl)phenyl)amino)-2-oxoacetylamino)-3-phenylpropionamido)benzo[b]furan-2-carboxylic acid tert-butyl ester